[Na+].S(=O)(=O)([O-])[O-].C(CCCCCCC\C=C/C[C@H](O)CCCCCC)(=O)O.[Na+] ricinoleic acid sulfate sodium salt